3-(methyl-thiomethyl)azetidine-1-carboxylic acid tert-butyl ester C(C)(C)(C)OC(=O)N1CC(C1)CSC